2-(4-Chlorophenyl)-3-cyclopropyl-1-(1H-1,2,4-triazol-1-yl)-2-butanol ClC1=CC=C(C=C1)C(CN1N=CN=C1)(C(C)C1CC1)O